(2R,3R)-2-ethyl-3-hydroxy-decanoic acid methyl ester COC([C@@H]([C@@H](CCCCCCC)O)CC)=O